6-(4-{[trans-4-{[4-(pentafluoro-λ6-sulfanyl)phenyl]amino}cyclohexyl]sulfonyl}phenyl)imidazo[1,2-a]pyridine-8-carboxamide FS(C1=CC=C(C=C1)N[C@@H]1CC[C@H](CC1)S(=O)(=O)C1=CC=C(C=C1)C=1C=C(C=2N(C1)C=CN2)C(=O)N)(F)(F)(F)F